C(C)(=O)N1CCC(CC1)C1=CC(=C2C(=NC=NN21)N)C2=CC=C(C=C2)C=2C(N(C=CC2)C2=CC=CC=C2)=O 4-[7-(1-Acetylpiperidin-4-yl)-4-aminopyrrolo[2,1-f][1,2,4]triazin-5-yl]phenyl-2-oxo-1-phenyl-1,2-dihydropyridin